CCCC=CCCCCCCC dodec-4-ene